C(#N)C=1C(=NC(=C(C1CC)C#N)N1CCC(CC1)CN1CCCC1)SC(C(=O)N)C1=CC=CC=C1 2-((3,5-dicyano-4-ethyl-6-(4-(pyrrolidin-1-ylmethyl)piperidin-1-yl)pyridin-2-yl)sulfanyl)-2-phenylacetamide